FC(F)(F)C1=CC(C2=C(O1)C1=CC=CC=C1C=C2)=O trifluoromethyl-4H-naphtho[1,2-b]pyran-4-one